methyl 4-(2,6-dichlorophenyl)-6-methylnicotinate ClC1=C(C(=CC=C1)Cl)C1=CC(=NC=C1C(=O)OC)C